O[C@H]1C[C@H](C1)OC1=CC(=NC(=C1)S(=O)(=O)C)NC1=CC(=NC=C1C1=NN(C=C1)C)NC(C)=O N-(4-((4-((cis)-3-hydroxycyclobutoxy)-6-(methylsulfonyl)pyridin-2-yl)amino)-5-(1-methyl-1H-pyrazol-3-yl)pyridin-2-yl)acetamide